BrC=1C=C2C(=NC(C2=CC1)=O)NC(C)C1=CC(=CC(=C1)C(F)(F)F)[N+](=O)[O-] 5-bromo-3-((1-(3-nitro-5-(trifluoromethyl)phenyl)ethyl)amino)-1H-isoindol-1-one